format tungsten [W+4].C(=O)[O-].C(=O)[O-].C(=O)[O-].C(=O)[O-]